(P)-malate C(C(O)CC(=O)[O-])(=O)[O-]